C1(=CC=CC=C1)N/C(=N/OC(C1=CC=C(C=C1)C(F)(F)F)=O)/C1=CC2=C(OCO2)C=C1 (E)-N-phenyl-N'-((4-(trifluoromethyl)benzoyl)oxy)benzo[d][1,3]dioxole-5-carboximidamide